CC1=NC=2C(=NC(=CC2)C=2C=CN3N=C(N=CC32)C3(CC(C3)NC)N)N1C 1-(5-(2,3-dimethyl-3H-imidazo[4,5-b]pyridin-5-yl)pyrrolo[2,1-f][1,2,4]triazin-2-yl)-N3-methylcyclobutane-1,3-diamine